(E)-1-(5-(5-(cyclopropylmethyl)-4,5,6,7-tetrahydrothieno[3,2-c]pyridin-2-yl)-2-hydroxy-3-methoxyphenyl)-3-phenylprop-2-en-1-one C1(CC1)CN1CC2=C(CC1)SC(=C2)C=2C=C(C(=C(C2)C(\C=C\C2=CC=CC=C2)=O)O)OC